O1C(=NC2=C1C=CC=C2)C2=C(C(N(C(=N2)C2=NC1=C(N2C2CCC2)C=CC=C1)C)=O)O 6-(1,3-benzoxazol-2-yl)-2-(1-cyclobutyl-1H-1,3-benzodiazol-2-yl)-5-hydroxy-3-methyl-3,4-dihydropyrimidin-4-one